BrCCCCCCCF bromo-7-fluoroheptane